BrC=1C=C(C=CC1)NC(N)=O 3-(3-bromophenyl)urea